FC(OC1=C(C=CC(=C1F)F)[C@@H]1[C@@H](O[C@@]([C@H]1C)(C(F)(F)F)C)C(=O)NC1=CC(=NC=C1C)C(=O)N)F (2R,3R,4S,5S)-4-[[3-[2-(difluoromethoxy)-3,4-difluoro-phenyl]-4,5-dimethyl-5-(trifluoromethyl)tetrahydrofuran-2-carbonyl]amino]-5-methyl-pyridine-2-carboxamide